tert-butyl (1R,3S,5S)-3-[[8-(1-[[2-(trimethylsilyl)ethoxy]methyl]pyrazol-4-yl)-6H-benzo[c]chromen-3-yl]amino]-8-azabicyclo[3.2.1]octane-8-carboxylate C[Si](CCOCN1N=CC(=C1)C=1C=CC2=C(COC3=CC(=CC=C23)NC2C[C@H]3CC[C@@H](C2)N3C(=O)OC(C)(C)C)C1)(C)C